BrC1=C2CCN(C2=CC=C1)C(=O)[C@H]1N(CCC1)C(=O)OCCCC butyl (S)-2-(4-bromoindoline-1-carbonyl)pyrrolidine-1-carboxylate